4-butoxy-N-[2-(4-hydroxyphenyl)-4-oxo-1,2-dihydroquinazolin-3-yl]benzamide C(CCC)OC1=CC=C(C(=O)NN2C(NC3=CC=CC=C3C2=O)C2=CC=C(C=C2)O)C=C1